butyl 4-formyl-1-piperidinecarboxylate C(=O)C1CCN(CC1)C(=O)OCCCC